tert-butyl 4-allyl-4-[[1-(2,6-dioxo-3-piperidyl)-3-methyl-2-oxo-benzimidazol-5-yl] methyl]piperidine-1-carboxylate C(C=C)C1(CCN(CC1)C(=O)OC(C)(C)C)CC1=CC2=C(N(C(N2C)=O)C2C(NC(CC2)=O)=O)C=C1